C(C)(C)(C)OC(=O)N1[C@H](CN(CC1)C=1C2=C(N=C(N1)Cl)CN(CC2)C(=O)OCC2=CC=CC=C2)CC#N benzyl (S)-4-(4-(tert-butoxycarbonyl)-3-(cyanomethyl)piperazin-1-yl)-2-chloro-5,8-dihydropyrido[3,4-d]pyrimidine-7(6H)-carboxylate